C(#N)C=1C=CC(=C(C1)C=1C=C2CC(C(C2=CC1)NC(O[C@@H]1CN2CCC1CC2)=O)(C)C)OC (S)-quinuclidin-3-yl (5-(5-cyano-2-methoxyphenyl)-2,2-dimethyl-2,3-dihydro-1H-inden-1-yl)carbamate